CC1=C2C(=NC=3CNCCC13)CN(C2)C(CC2CN(C2)C2=NC=C(C=N2)C(F)(F)F)=O 1-(9-Methyl-1,3,5,6,7,8-hexahydro-pyrrolo[3,4-b][1,7]naphthyridin-2-yl)-2-[1-(5-trifluoromethyl-pyrimidin-2-yl)-azetidin-3-yl]-ethanone